tert-butyl N-[(3R)-1-{2-[5-bromo-1-(cyclopropylmethyl)-1H-pyrrol-2-yl]-1-methyl-1H-1,3-benzodiazole-5-carbonyl}piperidin-3-yl]carbamate BrC1=CC=C(N1CC1CC1)C1=NC2=C(N1C)C=CC(=C2)C(=O)N2C[C@@H](CCC2)NC(OC(C)(C)C)=O